C1(CC1)C(=O)N1C2CC(CC1CC2)CN2N=CC(=C2)C=2C(=C(C(=CC2)O)N2CC(NS2(=O)=O)=O)F 5-(3-(1-((8-(cyclopropanecarbonyl)-8-azabicyclo[3.2.1]octan-3-yl)methyl)-1H-pyrazol-4-yl)-2-fluoro-6-hydroxyphenyl)-1,2,5-thiadiazolidin-3-one 1,1-dioxide